CN1N=C(C=C1)NC1CCC(CC1)OC1=C2C=NC=NC2=CC(=C1)N1CCOCC1 1-methyl-N-((1s,4s)-4-((7-morpholinoquinazolin-5-yl)oxy)cyclohexyl)-1H-pyrazol-3-amine